(R)-4-Chloro-N-(2-(4-(2-cyanopyrrolidine-1-carbonyl)phenoxy)-5-methylpyridin-3-yl)-3-(trifluoromethyl)benzenesulfonamide ClC1=C(C=C(C=C1)S(=O)(=O)NC=1C(=NC=C(C1)C)OC1=CC=C(C=C1)C(=O)N1[C@H](CCC1)C#N)C(F)(F)F